pyridomorpholine O1CCNC2=C1C=CC=N2